4-bromo-2,6-diiodo-pyridine BrC1=CC(=NC(=C1)I)I